O1C(CCC1)CC1=CC2=CC=CC=C2CC1 2-((tetrahydrofuran-2-yl)methyl)-3,4-dihydronaphthalen